N[C@@H](CCC(=O)N[C@@H](CC1=CC=C(C=C1)O)C(=O)O)C(=O)O gamma-glutamyltyrosin